NCC(=O)[O-].C(CC)[NH+](C)C propyldimethylammonium glycinat